FC=1NN=C2C(=CC=CC12)C(=O)NC1CCC(CC1)NC1=CC=CC=2N1C=C(N2)C(F)(F)F 3-fluoro-N-[(1s,4s)-4-{[2-(trifluoromethyl)imidazo[1,2-a]pyridin-5-yl]amino}cyclohexyl]-2H-indazole-7-carboxamide